formyloxyamide C(=O)O[NH-]